N8-benzyl-N6-(cyclohexylmethyl)-3-isopropyl-[1,2,4]triazolo[4,3-b]pyridazine-6,8-diamine C(C1=CC=CC=C1)NC=1C=2N(N=C(C1)NCC1CCCCC1)C(=NN2)C(C)C